The molecule is a BODIPY dye and a methyl ester. It has a role as a fluorochrome. It derives from a 4,4-difluoro-4-bora-3a,4a-diaza-s-indacene. [B-]1(N2C(=CC=C2C3=CC=C(C=C3)OCC(=O)OC)C=C4[N+]1=C(C=C4)C5=CC=CS5)(F)F